CC1=CC=C(C=C1)S(=O)(=O)OCCCCC(OC)OC 5,5-dimethoxypentyl 4-methylbenzenesulfonate